C1(CC1)N1C=C(C(C2=CC=CC=C12)=O)C(=O)O 1-cyclopropyl-4-oxo-1,4-dihydroquinoline-3-carboxylic acid